trans-1,2-dichloro-3,3,4,4-tetrafluorocyclobutane Cl[C@H]1[C@@H](C(C1(F)F)(F)F)Cl